pyrazole methacrylate C(C(=C)C)(=O)O.N1N=CC=C1